5-chloro-6-methylisoindoline ClC=1C=C2CNCC2=CC1C